3,3'-diallyl-4,4'-biphenol C(C=C)C=1C=C(C=CC1C1=C(C=C(C=C1)O)CC=C)O